C(C)(C)(C)OC(=O)N1[C@H](C[C@H](CC1)O)C(F)(F)F cis-4-hydroxy-2-(trifluoromethyl)piperidine-1-carboxylic acid tert-butyl ester